5-hydroxy-N-methyl-1-(4-methylbenzyl)-2-oxo-2,3-dihydro-1H-benzo[b]azepine-4-carboxamide OC=1C2=C(N(C(CC1C(=O)NC)=O)CC1=CC=C(C=C1)C)C=CC=C2